ClC1=C(C2=C(OC3=C2N=CN=C3NCC3=CC(=C(C=C3)OC)F)N=C1C)C 8-chloro-N-[(3-fluoro-4-methoxy-phenyl)methyl]-7,9-dimethyl-pyrido[3',2':4,5]furo[3,2-d]pyrimidin-4-amine